4-Ethyl-2,3,4,5-tetrahydro-1,2-benzothiazepine 1,1-dioxide C(C)C1CNS(C2=C(C1)C=CC=C2)(=O)=O